3-((9-ethyl-9H-carbazol-3-yl)methylamino)butyl-quinoline-4-carboxamide C(C)N1C2=CC=CC=C2C=2C=C(C=CC12)CNC(CCC1=NC2=CC=CC=C2C(=C1)C(=O)N)C